N-(2-hydroxyethyl)-4-((3-(4-methoxyphenyl)imidazo[1,2-a]pyrazin-8-yl)amino)-N,2-dimethylbenzamide OCCN(C(C1=C(C=C(C=C1)NC=1C=2N(C=CN1)C(=CN2)C2=CC=C(C=C2)OC)C)=O)C